(R)-3-chloro-1-[2-[2-(1-hydroxy-1-methyl-ethyl)thiazol-4-yl]-5-methyl-4-pyridyl]-6-Methyl-4-[(1R)-1-(3,5-difluoro-2-pyridyl)ethoxy]pyridin-2-one ClC=1C(N(C(=CC1O[C@H](C)C1=NC=C(C=C1F)F)C)C1=CC(=NC=C1C)C=1N=C(SC1)C(C)(C)O)=O